C(C)(=O)NCCC(=O)NC(=N)[C@H]1N2C(N([C@H](CC1)C2)OCC2=CC=CC=C2)=O 3-acetamido-N-(((2S,5R)-6-(phenylmethyloxy)-7-oxo-1,6-diazabicyclo[3.2.1]oct-2-yl)(imino)methyl)propanamide